OC(C=O)CCCC=O alpha-hydroxy-adipaldehyde